3-fluoro-N-methyl-N-(6-oxo-1,4,5,6-tetrahydro-2H-pyrano[3,4-c]isoquinolin-1-yl)-4-(trifluoromethyl)benzamide FC=1C=C(C(=O)N(C2COCC=3NC(C=4C=CC=CC4C32)=O)C)C=CC1C(F)(F)F